FC1=C(C#N)C=C(C(=C1)F)NCCS(=O)(=O)C 2,4-difluoro-5-{[2-(methylsulfonyl)ethyl]amino}benzonitrile